The molecule is a dipeptide composed of L-glutamic acid and L-serine joined by a peptide linkage. It has a role as a metabolite. It derives from a L-glutamic acid and a L-serine. C(CC(=O)O)[C@@H](C(=O)N[C@@H](CO)C(=O)O)N